C(C)N1C2=C([C@H]([C@H](C1=O)NC(C1=CC(=CC=C1)C(F)(F)F)=O)C1=CC=C(C=C1)F)C(=NN2C2=CC=CC=C2)C(C(=O)O)=C ((4R,5R)-7-ethyl-4-(4-fluorophenyl)-6-oxo-1-phenyl-5-(3-(trifluoromethyl)benzamido)-4,5,6,7-tetrahydro-1H-pyrazolo[3,4-b]pyridine-3-yl)acrylic acid